2-nitro-1-(6-(trifluoromethyl)pyridin-3-yl)ethan-1-ol [N+](=O)([O-])CC(O)C=1C=NC(=CC1)C(F)(F)F